CC1=C(C=CC=2N(C=NC21)C2=NC(OC1=C2C=CC(=C1)C)(CS(=O)(=O)C)C)C 4-(4,5-dimethyl-1H-benzo[d]imidazol-1-yl)-2,7-dimethyl-2-((methylsulfonyl)methyl)-2H-benzo[e][1,3]oxazine